(3ar,5R,6as)-5-(2,4-difluorophenoxy)-2-((R)-2-hydroxy-2-(4-hydroxyphenyl)ethyl)hexahydrocyclopenta[c]pyrrol FC1=C(OC2C[C@@H]3[C@@H](CN(C3)C[C@@H](C3=CC=C(C=C3)O)O)C2)C=CC(=C1)F